OCCOC1=CC2=C(N(C=N2)C2=CC=C(C=C2)NC(=O)N2N=C(C=C2N)C(C)(C)C)C=C1 5-amino-3-tert-butyl-pyrazole-1-carboxylic acid {4-[5-(2-hydroxy-ethoxy)-benzoimidazol-1-yl]-phenyl}-amide